COC=1C=C2C(N(C=NC2=CC1)C)=O 6-methoxy-3-methyl-quinazolin-4(3H)-one